N3-MethyldeoxyCytidine CN1C(N([C@H]2C[C@H](O)[C@@H](CO)O2)C=CC1=N)=O